ClC1=NN=C(C2=CC=CC=C12)CC1=CC(=NC=C1)C(F)(F)F 1-chloro-4-((2-(trifluoromethyl)pyridin-4-yl)methyl)phthalazine